ClC1=C2C(=C(N=N1)N[C@@H]1CN(C[C@@H]1F)C(=O)OC(C)(C)C)N=CC=C2 tert-butyl (3R,4S)-3-((5-chloropyrido[2,3-d]pyridazin-8-yl)amino)-4-fluoropyrrolidine-1-carboxylate